2,4,5,5-tetrafluoro-1-(1,2,2-trifluorovinyl)cyclopenta-1,3-diene FC1=C(C(C(=C1)F)(F)F)C(=C(F)F)F